6-(4-fluoro-3-methoxyphenyl)-3-((E)-3-(3-fluoro-4-methoxyphenyl)acryloyl)-4-hydroxyhexa-3,5-dienoic acid ethyl ester C(C)OC(CC(=C(C=CC1=CC(=C(C=C1)F)OC)O)C(\C=C\C1=CC(=C(C=C1)OC)F)=O)=O